5-amino-6-((2S,6S)-4-(tert-butoxycarbonyl)-2,6-dimethylpiperazin-1-yl)-2-(((S)-1-methylpyrrolidin-2-yl)methoxy)pyrimidine-4-carboxylic acid ethyl ester C(C)OC(=O)C1=NC(=NC(=C1N)N1[C@H](CN(C[C@@H]1C)C(=O)OC(C)(C)C)C)OC[C@H]1N(CCC1)C